(3R,4R)-tert-butyl 3-hydroxy-4-methoxypyrrolidine-1-carboxylate O[C@@H]1CN(C[C@H]1OC)C(=O)OC(C)(C)C